ClC1=CC=C2C(=CNC2=C1OC(F)F)S(=O)(=O)Cl 6-chloro-7-(difluoromethoxy)-1H-indole-3-sulfonyl chloride